tert-butyl (R)-3-(2-((tert-butyldimethylsilyl) oxy) ethyl)-1-oxo-2-azaspiro[4.4]non-7-ene-2-carboxylate [Si](C)(C)(C(C)(C)C)OCC[C@@H]1N(C(C2(C1)CC=CC2)=O)C(=O)OC(C)(C)C